NC=1N=C(C2=C(N1)C=NN2CC=2C=C(C=CC2OC)CN[C@@H]2COCC[C@H]2O)N[C@H](CCO)CCC (3R,4R)-3-[({3-[(5-amino-7-{[(3S)-1-hydroxyhexan-3-yl]amino}-1H-pyrazolo[4,3-d]pyrimidin-1-yl)methyl]-4-methoxyphenyl}methyl)-amino]oxan-4-ol